C(C)(=O)N1C[C@H](CCC1)N1N=CC(=C1)C=1NC=CC1 2-(1-((S)-1-acetylpiperidin-3-yl)-1H-pyrazol-4-yl)-1H-pyrrole